N-(2-aminoethyl)-N-methylcyclohexylamine NCCN(C)C1CCCCC1